C(C)N(C([S-])=S)CC.[Zn+2].C(C)N(C([S-])=S)CC zinc N,N-diethyldithiocarbamate